OC1=C(C=CC=2OCOC21)C(C)=O 1-(4-hydroxybenzo[d][1,3]dioxol-5-yl)ethanone